CC1=CC=2N(C=C1C1CCN(CC1)S(=O)(=O)C=1C=CC3=C(N(C=N3)C)C1)N=CN2 7-methyl-6-(1-((1-methyl-1H-benzo[d]imidazol-6-yl)sulfonyl)piperidin-4-yl)-[1,2,4]triazolo[1,5-a]pyridine